4-amino-1-[(2R,4S,5R)-4-[(tert-butyldimethylsilyl)oxy]-5-{[(tert-butyldimethylsilyl)oxy]methyl}-5-ethyloxolan-2-yl]pyrimidin-2-one NC1=NC(N(C=C1)[C@@H]1O[C@]([C@H](C1)O[Si](C)(C)C(C)(C)C)(CC)CO[Si](C)(C)C(C)(C)C)=O